NC1=CC=C2CN(C(N(C2=C1)CC1=CC=CC=C1)=O)C 7-amino-1-benzyl-3-methyl-3,4-dihydroquinazolin-2(1H)-one